2,4-bis(2-ethylhexyl-dithio)-thiazole C(C)C(CSSC=1SC=C(N1)SSCC(CCCC)CC)CCCC